C(C1=CC=CC=C1)SC=1C=C(C=CC1OC)C1(OCCC1)C 2-(3-(benzylthio)-4-methoxyphenyl)-2-methyltetrahydrofuran